ClC1=C(CNC(=O)[C@]2(C=3C=CC=NC3[C@]3(CC2)OC3)F)C=CC(=C1Cl)F (2S,5'S)-N-(2,3-dichloro-4-fluoro-benzyl)-5'-fluoro-6',7'-dihydro-5'H-spiro[oxirane-2,8'-quinoline]-5'-carboxamide